(3,4-Dichlorophenyl)(3-methyl-5,6,9,10-tetrahydro-4H-[1,2]oxazolo[3,4-c]pyrido[4',3':3,4]-pyrazolo[1,5-a]azepin-11(12H)-yl)methanone ClC=1C=C(C=CC1Cl)C(=O)N1CC=2C(=NN3C2C=2C(CCC3)=C(ON2)C)CC1